C1(CC1)N1N=C(C(=C1C)C1=NN2C(=NC=3C(=CC=CC3C2=N1)C(F)(F)F)N[C@H]1C(NCCCC1)=O)C (3R)-3-{[2-(1-cyclopropyl-3,5-dimethyl-1H-pyrazol-4-yl)-7-(trifluoromethyl)[1,2,4]triazolo[1,5-c]quinazolin-5-yl]amino}azepan-2-one